FC(C)(F)C=1C(=C(C=CC1)[C@@H](C)N)F (R)-1-(3-(1,1-difluoroethyl)-2-fluorophenyl)ethane-1-amine